1H-1,3-benzodiazole-4-carbaldehyde N1C=NC2=C1C=CC=C2C=O